4-(2-chloro-7-((2-(trimethylsilyl)ethoxy)methyl)-7H-pyrrolo[2,3-d]pyrimidin-4-yl)-N-(cyanomethyl)benzamide ClC=1N=C(C2=C(N1)N(C=C2)COCC[Si](C)(C)C)C2=CC=C(C(=O)NCC#N)C=C2